C1=CC(=CC=C1N/C(=N/C(=NCCCCCCN=C(/N=C(/NC2=CC=C(C=C2)Cl)\\N)N)N)/N)Cl The molecule is a bisbiguanide compound with a structure consisting of two (p-chlorophenyl)guanide units linked by a hexamethylene bridge. It has a role as an antiinfective agent and an antibacterial agent. It is a member of biguanides and a member of monochlorobenzenes. It derives from a biguanide.